COC1=C(CNC2=NC=3C(=CC=CC3C=3N2N=C(N3)C3CC(C3)(OS(=O)(=O)C)C3=NC=C(C(=O)OCCC)C=C3)OC)C=CC(=C1)OC propyl 6-((1s,3s)-3-(5-((2,4-dimethoxybenzyl)amino)-7-methoxy-[1,2,4]triazolo[1,5-c]quinazolin-2-yl)-1-((methylsulfonyl)oxy)cyclobutyl)nicotinate